NC1=C(C=CC(=C1)N[C@H](C)C=1N=C2N(C=C(C=C2Br)C2CC2)C1)C(C)=O (R)-1-(2-amino-4-((1-(8-bromo-6-cyclopropylimidazo[1,2-a]pyridin-2-yl)ethyl)amino)phenyl)ethan-1-one